3,5-dimethoxy-4-((5,5,5-trifluoropentyl)thio)benzaldehyde COC=1C=C(C=O)C=C(C1SCCCCC(F)(F)F)OC